tert-butyl 2-(3-fluoropyridin-2-yl)-4-hydroxy-4-(trifluoromethyl)pyrazoline-1-carboxylate FC=1C(=NC=CC1)N1N(CC(C1)(C(F)(F)F)O)C(=O)OC(C)(C)C